(R)-(1-(2-(5-(4-Methyl-phenyl)-3-(2-(((3-trifluoromethylphenyl)sulfonyl)oxy)benzeneyl)-1H-pyrazol-1-yl)acetamido)isobutyl)boronic acid CC1=CC=C(C=C1)C1=CC(=NN1CC(=O)N[C@@H](C(C)C)B(O)O)C1=C(C=CC=C1)OS(=O)(=O)C1=CC(=CC=C1)C(F)(F)F